4-(((2Z)-3-cyclohexyl-5-((2-methoxynaphthalene-1-yl)methylene)-4-oxothiazolidin-2-ylidene)amino)benzenesulphonamide C1(CCCCC1)N1/C(/SC(C1=O)=CC1=C(C=CC2=CC=CC=C12)OC)=N/C1=CC=C(C=C1)S(=O)(=O)N